Dodecyl-2-ethylpyrrolium fluoride [F-].C(CCCCCCCCCCC)[NH+]1C(=CC=C1)CC